FC(OC=1C=CC=C2C(=NN(C12)CC#C)C1=C(C(=O)N)C=CC(=C1)F)F (7-(difluoromethoxy)-1-(prop-2-yn-1-yl)-1H-indazol-3-yl)-4-fluorobenzamide